OC=1C=C(C=CC1O)C(C1=CC(=C(C(=C1)C)O)C)C1=CC(=C(C(=C1)C)O)C 4,4'-[(3,4-di-hydroxyphenyl)methylene]bis[2,6-dimethylphenol]